C1(CCC1)CN[C@H]1CN(CCC1)C1=NC=C(C=C1)CN1N=NC(=C1)C=1C=NC=C(C1)OC (R)-N-(cyclobutylmethyl)-1-(5-((4-(5-methoxypyridin-3-yl)-1H-1,2,3-triazol-1-yl)methyl)pyridin-2-yl)piperidin-3-amine